methyl (8-(furan-2-yl)-2-methylimidazo[1,2-a]pyrazin-6-yl)carbamate O1C(=CC=C1)C=1C=2N(C=C(N1)NC(OC)=O)C=C(N2)C